ClC=1C=C(C=C(C1)Cl)N1CCN(CC1)S(=O)(=O)C1=C(C=C(C=C1)[N+](=O)[O-])F 1-(3,5-dichlorophenyl)-4-((2-fluoro-4-nitrophenyl)sulfonyl)piperazine